2-quinolinyl-alanine N1=C(C=CC2=CC=CC=C12)[C@](N)(C)C(=O)O